OC1=CC=NC2=C(C=CC=C12)CC(=O)NCC(=O)NCC(=O)OC methyl 2-{2-[2-(4-hydroxyquinolin-8-yl) acetamido]acetamido}acetate